(S)-8-(2-amino-6-((R)-2,2,2-trifluoro-1-(2-(3-methyl-1H-pyrazol-1-yl)-4-(pyridin-4-yl)phenyl)ethoxy)pyrimidin-4-yl)-2,8-diazaspiro[4.5]decane-3-carboxylic acid NC1=NC(=CC(=N1)N1CCC2(C[C@H](NC2)C(=O)O)CC1)O[C@@H](C(F)(F)F)C1=C(C=C(C=C1)C1=CC=NC=C1)N1N=C(C=C1)C